4-(2-{5-[(1R,4R,7R)-7-amino-2-azabicyclo[2.2.1]heptane-2-carbonyl]-7-methoxy-1-methyl-1H-1,3-benzodiazol-2-yl}-1-(cyclopropylmethyl)-1H-indol-6-yl)-2-fluorobenzamide N[C@H]1[C@@H]2N(C[C@H]1CC2)C(=O)C2=CC1=C(N(C(=N1)C=1N(C3=CC(=CC=C3C1)C1=CC(=C(C(=O)N)C=C1)F)CC1CC1)C)C(=C2)OC